rac-(3R,5S)-3,5-diaminopiperidine-1-carboxylic acid tert-butyl ester C(C)(C)(C)OC(=O)N1C[C@@H](C[C@@H](C1)N)N |r|